tert-butyl (3-((4-(tert-butyl)-3-(4-methoxybutoxy) phenyl)amino)cyclopentyl)carbamate C(C)(C)(C)C1=C(C=C(C=C1)NC1CC(CC1)NC(OC(C)(C)C)=O)OCCCCOC